FC([C@@H]1CNCCC1)F (S)-3-(difluoromethyl)piperidine